D-glucamine NC[C@H](O)[C@@H](O)[C@H](O)[C@H](O)CO